BrC=1C=C(C=CC1OC(F)(F)F)COC1OCCCC1 2-[[3-bromo-4-(trifluoromethoxy)phenyl]methoxy]tetrahydropyran